4,6-dichloro-2-(4-(ethylsulfonyl)benzyl)-5-(thiophen-3-yl)-1H-benzo[d]imidazole ClC1=C(C(=CC=2NC(=NC21)CC2=CC=C(C=C2)S(=O)(=O)CC)Cl)C2=CSC=C2